2-amino-1-(4-bromophenethyl)-7-methoxy-1H-benzo[d]Imidazole-5-carboxamide NC1=NC2=C(N1CCC1=CC=C(C=C1)Br)C(=CC(=C2)C(=O)N)OC